C(#C)C1=CC=C(OCC)C=C1 2-(4-ethynylphenoxy)ethan